O1C=C(C2=C1C=CC=C2)C2=NN(C1=C2C=NC(=C1)C(=O)N1CCOCCC1)CSC [3-(benzofuran-3-yl)-1-(methylsulfanyl-methyl)pyrazolo[4,3-c]Pyridin-6-yl]-(1,4-oxaazepan-4-yl)methanone